α-phenyl-ε-caprolactone C1(=CC=CC=C1)C1C(=O)OCCCC1